OC[C@@H]1CC[C@H](CN1C)NC1=CC=C(N=N1)C1=C(C=C(C=C1C)C(F)(F)F)O 2-(6-(((3r,6s)-6-(hydroxymethyl)-1-methylpiperidin-3-yl)amino)pyridazin-3-yl)-3-methyl-5-(trifluoromethyl)phenol